N-[(4S)-3,4-dihydro-2H-1-benzopyran-4-yl]-3-(dimethylamino)-7-(2-hydroxy-4-methylpentan-2-yl)thieno[3,2-b]pyridine-2-carboxamide O1CC[C@@H](C2=C1C=CC=C2)NC(=O)C2=C(C1=NC=CC(=C1S2)C(C)(CC(C)C)O)N(C)C